C1(CC1)C1=NC=NC(=C1C1=NC=C2C(=N1)N(NC2=O)CC2=CC=C(C=C2)C=2N(C=C(N2)C(F)(F)F)C(C)C)OC 6-(4-cyclopropyl-6-methoxypyrimidin-5-yl)-1-(4-(1-isopropyl-4-(trifluoromethyl)-1H-imidazol-2-yl)benzyl)-1,2-dihydro-3H-pyrazolo[3,4-d]pyrimidin-3-one